NCC1(CN(C1)C(=O)OC(C)(C)C)NC(=O)OCC1=CC=CC=C1 tert-Butyl 3-(aminomethyl)-3-(((benzyloxy)carbonyl)amino)azetidine-1-carboxylate